tert-butyl N-{2-[4-(4,4,5,5-tetramethyl-1,3,2-dioxaborolan-2-yl)-3,6-dihydro-2H-pyridine-1-carbonyl]-5-(trifluoromethoxy)phenyl}carbamate CC1(OB(OC1(C)C)C=1CCN(CC1)C(=O)C1=C(C=C(C=C1)OC(F)(F)F)NC(OC(C)(C)C)=O)C